(3-(4-((2-ethyl-1H-imidazol-1-yl)methyl)-3-fluorophenyl)-5-isobutylthiophene-2-yl)sulfonylCarbamic acid methyl ester COC(NS(=O)(=O)C=1SC(=CC1C1=CC(=C(C=C1)CN1C(=NC=C1)CC)F)CC(C)C)=O